1-(4-(4-fluorophenyl)-3,4-dihydroquinoxalin-1(2H)-yl)-3-((1-methylpyrrolidin-3-yl)amino)propan-1-one FC1=CC=C(C=C1)N1CCN(C2=CC=CC=C12)C(CCNC1CN(CC1)C)=O